1-[(1,4-dioxan-2-yl)methyl]-2-phenyl-1H-indol-5-amine O1C(COCC1)CN1C(=CC2=CC(=CC=C12)N)C1=CC=CC=C1